2-(Methylsulfanyl)-7,8-dihydro-5H-pyrano[4,3-d]pyrimidin-4-ol CSC=1N=C(C2=C(N1)CCOC2)O